heptafluoro-n-propyloxycarboxylic acid FC(C(OC(=O)O)(F)F)(C(F)(F)F)F